ClCC(=O)NC1=NC(=C(C=C1)O)OC 2-chloro-N-(5-hydroxy-6-methoxypyridin-2-yl)acetamide